1-(2,6-diisopropylphenyl)-4,5-dimethyl-3-(2,4,6-trimethylbenzyl)-1H-imidazol-3-ium chloride [Cl-].C(C)(C)C1=C(C(=CC=C1)C(C)C)N1C=[N+](C(=C1C)C)CC1=C(C=C(C=C1C)C)C